N1(C[C@]2(CCC1)OCC=1C=NC=CC12)CC1=C(N=C(S1)NC(C)=O)F (R)-N-(5-((3H-spiro[furo[3,4-c]pyridine-1,3'-piperidine]-1'-yl)methyl)-4-fluorothiazol-2-yl)acetamide